(E)-1-(2-Hydroxy-4-prop-2-enoxyphenyl)-3-(4-methoxyphenyl)prop-2-en-1-one OC1=C(C=CC(=C1)OCC=C)C(\C=C\C1=CC=C(C=C1)OC)=O